N[C@@H](COC1=NC(=NC(=C1)C1=C(C=CC=C1C)C)NS(=O)(=O)C=1C=C(C(=O)O)C=CC1)CC(C)(C)O 3-[[4-[(2R)-2-amino-4-hydroxy-4-methyl-pentoxy]-6-(2,6-dimethylphenyl)pyrimidin-2-yl]sulfamoyl]benzoic acid